NCC(C(=O)O)CC(C)C 2-(AMINOMETHYL)-4-METHYLPENTANOIC ACID